(3-(5-(2-methyl-[1,1'-biphenyl]-3-yl)-1,3,4-oxadiazol-2-yl)benzyl)-L-arginine methyl ester COC([C@@H](NCC1=CC(=CC=C1)C=1OC(=NN1)C=1C(=C(C=CC1)C1=CC=CC=C1)C)CCCNC(N)=N)=O